N=1SC=C2C1C=CC=C2 2,1-benzisothiazol